6'-(benzyloxy)-5,6-dihydro-[3,3'-bipyridine]-1(2H)-carboxylic acid tert-butyl ester C(C)(C)(C)OC(=O)N1CC(=CCC1)C=1C=NC(=CC1)OCC1=CC=CC=C1